FC1=CC=C(C=C1)CC(=O)NC1=NC=CC(=C1)C1=C(C=2C(N(C[C@H](C2N1)CC(F)(F)F)C)=O)NC=1N=CSC1 2-(4-fluorophenyl)-N-{4-[(7R)-5-methyl-4-oxo-3-(1,3-thiazol-4-ylamino)-7-(2,2,2-trifluoroethyl)-4,5,6,7-tetrahydro-1H-pyrrolo[3,2-c]pyridin-2-yl]pyridin-2-yl}acetamide